N1C(C=NC=C1)=S pyrazinethione